C(C)(C)(C)OC(=O)NC(C(=O)O)CSC 2-(tert-butoxycarbonylamino)-3-methylsulfanyl-propanoic acid